Mercury cadmium Telluride [Te-2].[Cd+2].[Hg+]